salicylic acid-n-octyl amide C(CCCCCCC)NC(C=1C(O)=CC=CC1)=O